Cl.CCC(C)ON(C(=S)NC=1C=C2C(=CNC2=CC1)C1=CCN2CCCC2C1)C1=CC=CC=C1 N-(3-butoxy)phenyl-N'-(3-(1,2,3,4,5,8-hexahydroindolizin-7-yl)-1H-indol-5-yl)thiourea hydrochloride